N-(8-((2,6-dimethylbenzyl)amino)-2,3-dimethylimidazo[1,2-a]pyridin-6-yl)cyclobutanecarboxamide CC1=C(CNC=2C=3N(C=C(C2)NC(=O)C2CCC2)C(=C(N3)C)C)C(=CC=C1)C